3-(3-fluoro-4-methoxyphenyl)-1H-imidazo[4,5-b]pyridin-2(3H)-one FC=1C=C(C=CC1OC)N1C(NC=2C1=NC=CC2)=O